N-cyclopropyl-4-(furo[3,2-c]pyridin-4-yl)benzamide C1(CC1)NC(C1=CC=C(C=C1)C1=NC=CC2=C1C=CO2)=O